ClC1=CC=C(CC=2C=NC(=NC2)N2CCN(CC2)C=2C=NN3C2C=CC(=C3)C=3C=NN(C3)C)C=C1 3-{4-[5-(4-chlorobenzyl)pyrimidin-2-yl]piperazin-1-yl}-6-(1-methyl-1H-pyrazol-4-yl)pyrazolo[1,5-a]pyridine